Cyclopropyl(2-methyl-4,5-diphenyl-1H-pyrrol-3-yl)methanone C1(CC1)C(=O)C1=C(NC(=C1C1=CC=CC=C1)C1=CC=CC=C1)C